2-bromo-3-(difluoromethyl)-4-isopropyl-5-(8-methyl-[1,2,4]triazolo[1,5-a]pyridin-6-yl)-6H-thieno[2,3-b]pyrrole BrC1=C(C2=C(NC(=C2C(C)C)C=2C=C(C=3N(C2)N=CN3)C)S1)C(F)F